CC(C(=O)NS(=O)(=O)C)C 2-Methyl-N-(methylsulfonyl)propanamide